3-pyridyl-2-methacryloyloxypropane-1-sulfonate N1=CC(=CC=C1)OS(=O)(=O)CC(C)OC(C(=C)C)=O